C1(=CCCC1)C=1C(=CC(=C(C(=O)NC2=CC(=NC=C2)OC)C1)OC1=C(C=C(C=C1)F)C)C(F)(F)F 5-(cyclopent-1-en-1-yl)-2-(4-fluoro-2-methylphenoxy)-N-(2-methoxypyridin-4-yl)-4-(trifluoromethyl)benzamide